(5-bromo-3-chloro-2-{[3-(hydroxymethyl)pyridin-2-yl]sulfanyl}phenyl)methanaminium HCl salt Cl.BrC=1C=C(C(=C(C1)C[NH3+])SC1=NC=CC=C1CO)Cl